BrC=1C=CC=2CCN3N(C2C1)CC1=C3N=C3C(=C1C)N=CC=N3 2-bromo-13-methyl-5,6-dihydro-14H-pyrazino[2'',3'':5',6']pyrido[2',3':3,4]pyrazolo[1,2-a]cinnoline